bicyclo[6.4.0]dodeca-1(8)-en-9-one C1=2CCCCCCC2C(CCC1)=O